4-amino-2-oxo-1-(2-oxo-1,2-dihydropyridin-4-yl)-7-(trifluoromethyl)-1,2-dihydroquinoline NC1=CC(N(C2=CC(=CC=C12)C(F)(F)F)C1=CC(NC=C1)=O)=O